C(C)(C)(C)OC(N(C)CCNCCOCCO)=O (2-((2-(2-Hydroxyethoxy)ethyl)amino)ethyl)(methyl)carbamic acid tert-butyl ester